N[C@@H]1C2=CC=CC=C2CC12CCN(CC2)C=2NC(C1=C(N2)NN=C1C1(CC1)C=1OC2=C(N1)C=CC=C2)=O (S)-6-(1-amino-1,3-dihydrospiro[indene-2,4'-piperidine]-1'-yl)-3-(1-(benzo[d]oxazol-2-yl)cyclopropyl)-1,5-dihydro-4H-pyrazolo[3,4-d]pyrimidin-4-one